(R)-5-chloro-2-methyl-N-(2-methyl-4-(N-(1-(1-methylpiperidin-4-yl)ethyl)sulfamoyl)phenyl)benzamide ClC=1C=CC(=C(C(=O)NC2=C(C=C(C=C2)S(N[C@H](C)C2CCN(CC2)C)(=O)=O)C)C1)C